ClC=1C=CC2=C(NCCCC2)C1 8-chloro-2,3,4,5-tetrahydro-1H-benzo[b]azepine